4-((6-(2-Aminoethylthio)-1-methyl-1H-pyrazolo[3,4-d]pyrimidin-4-yl)aminomethyl)-benzenesulfonamide hydrochloride Cl.NCCSC1=NC(=C2C(=N1)N(N=C2)C)NCC2=CC=C(C=C2)S(=O)(=O)N